Ethyl 2,2-difluoro-2-(2-(methylsulfonyl)pyrimidin-4-yl)acetate FC(C(=O)OCC)(C1=NC(=NC=C1)S(=O)(=O)C)F